2-[[(3S)-3-Fluoro-1-piperidinyl]methyl]-6-[3-[1-(4-methyl-1,2,4-triazol-3-yl)cyclobutyl]phenyl]-4-(trifluoromethyl)-1H-pyrrolo[2,3-c]pyridin-7-one F[C@@H]1CN(CCC1)CC1=CC2=C(C(N(C=C2C(F)(F)F)C2=CC(=CC=C2)C2(CCC2)C2=NN=CN2C)=O)N1